γ-glycidoxypropyl-trimethoxysilane (2R,3S,4S)-4-hydroxy-2-[(4-methoxyphenyl)methyl]pyrrolidin-3-yl-spiro[2.2]pentane-1-carboxylate O[C@@H]1[C@H]([C@H](NC1)CC1=CC=C(C=C1)OC)OC(=O)C1CC12CC2.C(C2CO2)OCCC[Si](OC)(OC)OC